N-(4-phenylthiazol-2-yl)-1-(pyridin-4-ylmethyl)-1H-pyrrole-2-carboxamide C1(=CC=CC=C1)C=1N=C(SC1)NC(=O)C=1N(C=CC1)CC1=CC=NC=C1